4-(((6aS)-5-((Allyloxy)carbonyl)-2-hydroxy-12-oxo-6-((tetrahydro-2H-pyran-2-yl)oxy)-5,6,6a,7,8,9,10,12-octahydrobenzo[e]pyrido[1,2-a][1,4]diazepin-3-yl)oxy)butanoic acid C(C=C)OC(=O)N1C([C@H]2N(C(C3=C1C=C(C(=C3)O)OCCCC(=O)O)=O)CCCC2)OC2OCCCC2